(3,4,5-trifluorophenyl)gallium FC=1C=C(C=C(C1F)F)[Ga]